tert-butyl (((2R,5S)-5-((S)-1-(4-fluorophenyl)-1,2,3,4-tetrahydroisoquinoline-2-carbonyl)tetrahydrofuran-2-yl)methyl)carbamate FC1=CC=C(C=C1)[C@@H]1N(CCC2=CC=CC=C12)C(=O)[C@@H]1CC[C@@H](O1)CNC(OC(C)(C)C)=O